8-((4-(((1,4-dioxan-2-yl)methyl)(benzo[d][1,3]dioxol-5-yl)amino)cyclohexyl)(methyl)amino)-5-methyl-6-oxo-5,6-dihydro-1,5-naphthyridine-2,7-dicarbonitrile O1C(COCC1)CN(C1CCC(CC1)N(C1=C(C(N(C=2C=CC(=NC12)C#N)C)=O)C#N)C)C1=CC2=C(OCO2)C=C1